TRIAZINE-DIONE N=1N=NC(C(C1)=O)=O